tert-Butyl 4-(2-((2-chloro-4-methylphenyl)(methyl)amino)isonicotinoyl)piperazine-1-carboxylate ClC1=C(C=CC(=C1)C)N(C=1C=C(C(=O)N2CCN(CC2)C(=O)OC(C)(C)C)C=CN1)C